1-(3-bromobenzyl)naphthalene BrC=1C=C(CC2=CC=CC3=CC=CC=C23)C=CC1